C(C)(C)(C)OC(=O)N1CC2COCC(C1)N2CC#C 9-Prop-2-ynyl-3-oxa-7,9-diazabicyclo[3.3.1]nonane-7-carboxylic acid tert-butyl ester